3-((4-chloro-6-(octadecylthio)-1,3,5-triazin-2-yl)thio)propan-1-ol ClC1=NC(=NC(=N1)SCCCCCCCCCCCCCCCCCC)SCCCO